FC=1C(=CC(=NC1)OC)C1=CC(=NN1)C(=O)N1C2(CC2)C[C@H](CC1)C(=O)N[C@H]1CN(CC1)CC1(COC1)O (s)-4-(5-(5-fluoro-2-methoxypyridin-4-yl)-1H-pyrazole-3-carbonyl)-N-((R)-1-((3-hydroxyoxetan-3-yl)methyl)pyrrolidin-3-yl)-4-azaspiro[2.5]octane-7-carboxamide